bis(4-(2-phenylpropane-2-yl)phenyl)amine C1(=CC=CC=C1)C(C)(C)C1=CC=C(C=C1)NC1=CC=C(C=C1)C(C)(C)C1=CC=CC=C1